BrC1=CC(=C(C(=O)O)C=C1F)OC1CC1 4-bromo-2-cyclopropoxy-5-fluorobenzoic acid